2-((3-(2-(diisopropylamino)ethyl)-1H-indol-4-yl)oxy)-6-methyltetrahydro-2H-pyran-3,4,5-triol C(C)(C)N(CCC1=CNC2=CC=CC(=C12)OC1OC(C(C(C1O)O)O)C)C(C)C